4-chloro-7-[(2,4-dimethoxyphenyl)methyl]-5H-pyrrolo[2,3-d]pyrimidin-6-one ClC=1C2=C(N=CN1)N(C(C2)=O)CC2=C(C=C(C=C2)OC)OC